FC1=CC(=CC2=C1N=C(O2)NC)F 4,6-difluoro-N-methylbenzo[d]oxazol-2-amine